FC(C(=O)NC=1C(=C(C=CC1F)NC(C1=CC=CC=C1)=O)F)F N-(3-(2,2-difluoroacetamido)-2,4-difluorophenyl)benzamide